tert-butyl-4-((6-nitropyridin-3-yl)oxy)-2-(1H-pyrazol-4-yl)pyridine C(C)(C)(C)C=1C(=NC=CC1OC=1C=NC(=CC1)[N+](=O)[O-])C=1C=NNC1